(R)-5-(4'-chloro-2'-methoxy-3,4,5,6-tetrahydro-2H-[1,3']bipyridinyl-4-yl)-2,4-dimethyl-7-(2-trifluoromethyl-benzyl)-2,4,5,7-tetrahydro-pyrazolo[3,4-d]pyrimidin-6-one ClC1=C(C(=NC=C1)OC)N1CCC(CC1)N1C(N(C=2C([C@H]1C)=CN(N2)C)CC2=C(C=CC=C2)C(F)(F)F)=O